CNS(=O)(=O)C=1C=C2C(=CN(C2=CC1)C1=CC=C(C=C1)C(F)(F)F)C=1N=CN(C1)C1COC1 n-methyl-3-(1-(oxetan-3-yl)-1H-imidazol-4-yl)-1-(4-(trifluoromethyl)phenyl)-1H-indole-5-sulfonamide